(5-cyclopropyl-3-(2,6-dichlorophenyl)isoxazol-4-yl)carbamic acid tert-butyl ester C(C)(C)(C)OC(NC=1C(=NOC1C1CC1)C1=C(C=CC=C1Cl)Cl)=O